Cl.N(=[N+]=[N-])C[C@@]12C[C@H](N[C@H]2C1)C(=O)OCC ethyl (1S,3S,5S)-5-(azidomethyl)-2-azabicyclo[3.1.0]hexane-3-carboxylate hydrochloride